CC1=CC=C(C=C1)NC=CC1=C(C(=NO1)C1=C(C=CC=C1Cl)Cl)C#N 5-[2-(4-methylphenylamino)vinyl]-4-cyano-3-(2,6-dichlorophenyl)isoxazole